2-{N-[(2-aminoquinolin-7-yl)methyl]acetamido}-5H,6H,7H-cyclopenta[b]pyridine-3-carboxamide NC1=NC2=CC(=CC=C2C=C1)CN(C(C)=O)C1=C(C=C2C(=N1)CCC2)C(=O)N